5-Amino-1-ethyl-4-(3-hydroxy-2,6-dimethylphenyl)-N3-methyl-1H-pyrazolo[3,4-b]pyridine-3,6-dicarboxamide NC=1C(=C2C(=NC1C(=O)N)N(N=C2C(=O)NC)CC)C2=C(C(=CC=C2C)O)C